3-(Tetradecyloxy)-2,2-bis((tetradecyloxy)methyl)propan-1-ol C(CCCCCCCCCCCCC)OCC(CO)(COCCCCCCCCCCCCCC)COCCCCCCCCCCCCCC